calcium-manganese oxygen [O].[Mn].[Ca]